CN(C1CCNCC1)C1=CC=CC(=N1)N1N(C(C2=CN=C(N=C12)NC=1C=C2C=NN(C2=CC1)C)=O)CC [6-(N-methyl-N-4-piperidylamino)-2-pyridyl]-2-ethyl-6-(1-methyl-1H-indazol-5-ylamino)-1,2-dihydro-3H-1,2,5,7-tetraazainden-3-one